CC=1OC(=CC1C(=O)NC1=NC(=NS1)CC(C)NC)C1=CC(=CC=C1)OC(F)(F)F 2-methyl-5-(3-(trifluoromethoxy)phenyl)-N-(3-(2-(methylamino)propyl)-1,2,4-thiadiazol-5-yl)furan-3-carboxamide